tert-butyl (6-((4-(1-(2,2,2-trifluoroethyl)piperidin-4-yl)phenyl)amino)spiro[3.3]heptan-2-yl)carbamate FC(CN1CCC(CC1)C1=CC=C(C=C1)NC1CC2(CC(C2)NC(OC(C)(C)C)=O)C1)(F)F